O=C1NC(CCC1N1C(N(C2=C1C=CC(=C2)CC2CCC(CC2)CC(=O)OC(C)(C)C)C)=O)=O Tert-butyl 2-[(1s,4s)-4-[[1-(2,6-dioxopiperidin-3-yl)-3-methyl-2-oxo-1,3-benzodiazol-5-yl]methyl]cyclohexyl]acetate